ON=C1NC(N(C=C1)[C@H]1[C@@H]([C@@H]([C@H]2C[C@H](CC=C12)O)O)O)=O 4-(hydroxyimino)-1-((1R,2S,3R,3aS,5S)-2,3,5-trihydroxy-2,3,3a,4,5,6-hexahydro-1H-inden-1-yl)-3,4-dihydropyrimidin-2(1H)-one